tert-butyl N-[3-cyclopropyl-5-[[2-[(2R,5S)-5-methyl-2-(2-methylindazol-6-yl)-1-piperidyl]-2-oxo-acetyl]amino]-2-pyridyl]carbamate C1(CC1)C=1C(=NC=C(C1)NC(C(=O)N1[C@H](CC[C@@H](C1)C)C=1C=CC2=CN(N=C2C1)C)=O)NC(OC(C)(C)C)=O